FC1=C(CNC2=NC(=NC=C2C(=O)N)NC=2C=NN(C2)C2CCN(CC2)C)C(=CC=C1)OC 4-[(2-fluoro-6-methoxybenzyl)amino]-2-{[1-(1-methylpiperidin-4-yl)-1H-pyrazol-4-yl]amino}pyrimidin-5-carboxamide